ethyl 2-(chloromethyl)-2-propenoate ClCC(C(=O)OCC)=C